CC1=C(C(=C(C1(CCCC)[Sn]C1(C(=C(C(=C1C)C)C)C)CCCC)C)C)C bis(tetramethyl-n-butylcyclopentadienyl)tin